CC1=C(C=C(C=C1)C(=O)OC)N1C(C=2C(C1=O)=CC(=CC2)C(=O)OC)=O N-(2-methyl-5-carbomethoxyphenyl)-4-carbomethoxy-phthalimide